FC1(CC(C1)C(=O)N[C@H](C)C1CCC(CC1)C1=CC=NC2=CC=C(C=C12)F)F 3,3-difluoro-N-((R)-1-((1s,4S)-4-(6-fluoroquinolin-4-yl)cyclohexyl)ethyl)cyclobutanecarboxamide